benzyl 2'-(difluoromethyl)-5'-methoxy-6-(3-oxomorpholino)-[4,4'-bipyridine]-3-carboxylate FC(C1=NC=C(C(=C1)C1=C(C=NC(=C1)N1C(COCC1)=O)C(=O)OCC1=CC=CC=C1)OC)F